5-methyl-1,2,4-triazolo-(1,5-a)pyrimidin-7-ol CC1=NC=2N(C(=C1)O)N=CN2